OC=1C=C(C=CC1)C1=C(C=2C=CC(=CC2CC1)C(=O)O)C1=CC=C(C=C1)N1CCN(CC1)C(C)C 6-(3-Hydroxyphenyl)-5-(4-(4-isopropylpiperazin-1-yl)phenyl)-7,8-dihydronaphthalene-2-carboxylic acid